NC(=NC(=NC(C)C)N)NC1=CC=C(C=C1)Cl 1-[amino-(4-chloroanilino)methylene]-2-propan-2-yl-guanidine